NC12CCC(CC1)(C2)[C@H](C)NC=2C=C(C=CC2C(F)(F)F)C2=NNC(O2)=O 5-[3-{[(1S)-1-(4-aminobicyclo[2.2.1]heptan-1-yl)ethyl]amino}-4-(trifluoromethyl)phenyl]-1,3,4-oxadiazol-2(3H)-one